2-[6-[(2R,6S)-2,6-bis(hydroxymethyl)morpholin-4-yl]pyridazin-3-yl]-3,5-dimethyl-phenol OC[C@H]1CN(C[C@H](O1)CO)C1=CC=C(N=N1)C1=C(C=C(C=C1C)C)O